3-[2-(4-chloro-3-fluorophenoxy)acetamido]-N-{[4-(trifluoromethoxy)phenyl]methyl}bicyclo[1.1.1]pentane-1-carboxamide ClC1=C(C=C(OCC(=O)NC23CC(C2)(C3)C(=O)NCC3=CC=C(C=C3)OC(F)(F)F)C=C1)F